FC(C(=O)O)(F)F.FC(C(=O)O)(F)F.FC(C(=O)O)(F)F.FC(C(=O)O)(F)F.CS(=O)(=O)N[C@@H]([C@@H](C)CC)C(=O)NCCN1C(C=CC1=O)=O methylsulfonyl-N1-[2-(2,5-dioxo-2,5-dihydro-1H-pyrrol-1-yl)ethyl]-L-isoleucine amide tetrakis(trifluoroacetic acid) salt